2-cyclooctadieneamine C1=C(C=CCCCC1)N